C(C)(C)(C)NC(C1=C(C(=C(C=C1)OC)OC)Cl)=O N-(tert-butyl)-2-chloro-3,4-dimethoxybenzamide